1-(5-chloro-4-iodopyridin-2-yl)-3,3-difluoro-cyclobutanenitrile ClC=1C(=CC(=NC1)C1(CC(C1)(F)F)C#N)I